FC(C(C(C(C(C(F)(F)F)(F)F)(F)F)(F)F)(F)F)(CCI)F 2-(perfluorohexyl)iodoethane